(5-(4-acetylpiperazin-1-yl)-2-aminophenyl)carbamic acid tert-butyl ester C(C)(C)(C)OC(NC1=C(C=CC(=C1)N1CCN(CC1)C(C)=O)N)=O